C(=O)O.C(C)OC1=NC(=NC=C1C(=O)NC=1C=C(C=2N(C1)C=C(N2)C)OC)N2CC(CC2)NC 4-ethoxy-N-(8-methoxy-2-methylimidazo[1,2-a]pyridin-6-yl)-2-(3-(methylamino)pyrrolidin-1-yl)pyrimidine-5-carboxamide formate